5-hydroxy-2-(3-(4-methylpiperazin-1-yl)-3-oxopropyl)-1H-benzo[d]Imidazole-4-carbaldehyde OC1=C(C2=C(NC(=N2)CCC(=O)N2CCN(CC2)C)C=C1)C=O